COC(=O)C1=C(N2C(C(S1)(F)F)C=CC=C2)C(=O)O 1,1-difluoro-1,9a-dihydropyrido[2,1-c][1,4]thiazine-3,4-dicarboxylic acid methyl ester